ClC=1C=CC(=C2C=NN(C(C12)=O)C)\C(=C\OC)\C1CC2(CN(C2)CCCC=2C=NN(C(C2C)=O)C2OCCCC2)C1 (E)-8-chloro-5-(2-methoxy-1-(2-(3-(5-methyl-6-oxo-1-(tetrahydro-2H-pyran-2-yl)-1,6-dihydropyridazin-4-yl)propyl)-2-azaspiro[3.3]heptan-6-yl)vinyl)-2-methylphthalazin-1(2H)-one